CC1=C(C(=CC=C1)C)NC1=NN(C2=NC(=NC=C21)NC2=CC=C(C=C2)N2CCN(CC2)C=2C=C1C(N(C(C1=CC2)=O)C2C(NC(CC2)=O)=O)=O)C 5-(4-(4-((3-((2,6-dimethylphenyl)amino)-1-methyl-1H-pyrazolo[3,4-d]pyrimidin-6-yl)amino)phenyl)piperazin-1-yl)-2-(2,6-dioxopiperidin-3-yl)isoindoline-1,3-dione